C(#N)C(=C(C#N)C#N)NC1=CC=CC=C1 Tricyanovinyl-aniline